NC1CCC(CC1)(O)CC (cis)-4-amino-1-ethylcyclohexan-1-ol